3-(8-(((3S,4R)-3-fluoro-1-methylpiperidin-4-yl)amino)-3-(2,2,2-trifluoroethyl)indolizine-2-yl)propan F[C@H]1CN(CC[C@H]1NC1=CC=CN2C(=C(C=C12)CCC)CC(F)(F)F)C